3-cyclohexene-1-carbonitrile C1(CC=CCC1)C#N